2-[2,4-difluoro-3-methyl-5-[2-[[(R)-phenyl-[(3R)-1,2,3,4-tetrahydropyrido[2,3-b]pyrazin-3-yl]methyl]amino]ethyl]phenyl]acetic acid FC1=C(C=C(C(=C1C)F)CCN[C@@H]([C@H]1CNC2=C(N1)N=CC=C2)C2=CC=CC=C2)CC(=O)O